4-(2-aminophenyl)-pyridine NC1=C(C=CC=C1)C1=CC=NC=C1